C(#N)[C@@]1(N(CCC1)C(=O)C1=CC(=C2N1CCC1=CC(=C(C=C21)C=2C(=NC=CC2)C#N)OC)C2=CC=C(C=C2)F)C 3-[3-[(2R)-2-cyano-2-methyl-pyrrolidine-1-carbonyl]-1-(4-fluorophenyl)-8-methoxy-5,6-dihydropyrrolo[2,1-a]isoquinolin-9-yl]pyridine-2-carbonitrile